6-(propan-2-yl)-4-{[4-(propan-2-yl)phenyl]amino}-2-(thiomorpholin-4-yl)-5,6-dihydro-7H-pyrrolo[3,4-d]pyrimidin-7-one CC(C)N1C(C=2N=C(N=C(C2C1)NC1=CC=C(C=C1)C(C)C)N1CCSCC1)=O